zinc bis-lysine N[C@@H](CCCCN)C(=O)O.N[C@@H](CCCCN)C(=O)O.[Zn]